CNC1=C(C=CC=C1[N+](=O)[O-])OCC1(CC1)S(=O)(=O)C1(CC1)C N-methyl-2-((1-((1-methylcyclopropyl)sulfonyl)cyclopropyl)methoxy)-6-nitroaniline